2-bromo-1-(6-bromo-3-pyridinyl)ethanone BrCC(=O)C=1C=NC(=CC1)Br